NC1=C(C(=NC=C1)C(=O)[O-])C 4-Amino-3-methylpicolinate